C(C)(C)(C)N(C(O)=O)[C@@H]1CN(CC1)S(=O)(=O)C.NCCC1CC(CC(C1)CCN)CCN 1,3,5-tri(aminoethyl)cyclohexane tert-butyl-(S)-(1-(methylsulfonyl)pyrrolidin-3-yl)carbamate